7-bromo-3-cyclopropyl-8-fluoro-3,4-dihydroquinoxalin-2(1H)-one BrC1=CC=C2NC(C(NC2=C1F)=O)C1CC1